OCC(NCCCS(=O)(=O)O)(CO)CO N-tri(hydroxymethyl)methyl-3-aminopropanesulfonic acid